2-(2-(((5-methyl-4,5,6,7-tetrahydrothiazolo[5,4-c]pyridin-2-yl)methyl)carbamoyl)-2,3-dihydro-1H-inden-2-yl)acetic acid tert-butyl ester C(C)(C)(C)OC(CC1(CC2=CC=CC=C2C1)C(NCC=1SC=2CN(CCC2N1)C)=O)=O